ClC(C(=O)OCCC)=C Propyl chloroacrylat